(R)-4-(2-(1H-indol-4-yl)-6-(1-methyl-1H-imidazol-5-yl)pyrido[3,2-d]pyrimidin-4-yl)-3-methylmorpholine N1C=CC2=C(C=CC=C12)C=1N=C(C2=C(N1)C=CC(=N2)C2=CN=CN2C)N2[C@@H](COCC2)C